NC=1C2=C(N=CN1)N(C=C2)C2=CC=C(CNC(=O)C=1OC(=CN1)CC1=CC=CC=C1)C=C2 N-(4-(4-amino-7H-pyrrolo[2,3-d]pyrimidine-7-yl)benzyl)-5-benzyloxazol-2-carboxamide